ClC(C1=NC(=NO1)C=1C=CC(=NC1)CP(OCC)(=O)NC)(F)F ethyl P-((5-(5-(chlorodifluoromethyl)-1,2,4-oxadiazol-3-yl)pyridin-2-yl)methyl)-N-methylphosphonamidate